C(C)OC(C1=C(C=C(C=C1C)Br)C(F)F)=O 4-bromo-2-(difluoromethyl)-6-methylbenzoic acid ethyl ester